FC(C1=NN=C(O1)C1=CC=C2CN(C(C2=C1)=O)[C@@H]([C@H](O)C1=CC(=CC=C1)F)C1CCOCC1)F 6-[5-(difluoromethyl)-1,3,4-oxadiazol-2-yl]-2-[(1R,2R)-2-(3-fluorophenyl)-2-hydroxy-1-(oxan-4-yl)ethyl]-2,3-dihydro-1H-isoindol-1-one